NC=1N=C(N=NC1C(=O)N(C)OC)SC 5-amino-N-methoxy-N-methyl-3-(methylsulfanyl)-1,2,4-triazine-6-carboxamide